C=C1C(CCCC1)(C1CCCCC1)C(=O)N methylenebicyclohexanamide